FC(C1=CC=CC(=N1)NC(N)=O)(F)F 3-[6-(trifluoromethyl)pyridin-2-yl]urea